(S)-2-(methylsulfanyl)-1-((R)-2-(5-(p-tolyl)imidazol-2-yl)piperidin-1-yl)propan-1-one CS[C@H](C(=O)N1[C@H](CCCC1)C=1NC(=CN1)C1=CC=C(C=C1)C)C